2-((1-cyclopropyl-1H-pyrazol-3-yl)methyl)-6-((1-(tetrahydro-2H-pyran-2-yl)-1H-pyrazol-4-yl)thio)phthalazin-1(2H)-one C1(CC1)N1N=C(C=C1)CN1C(C2=CC=C(C=C2C=N1)SC=1C=NN(C1)C1OCCCC1)=O